2-((2S)-4-(2'-(((S)-1-Methylpyrrolidin-2-yl)methoxy)-2,3,5',8'-tetrahydro-6'H-spiro[indene-1,7'-quinazolin]-4'-yl)piperazin-2-yl)acetonitrile CN1[C@@H](CCC1)COC1=NC=2CC3(CCC2C(=N1)N1C[C@@H](NCC1)CC#N)CCC1=CC=CC=C13